5-(2,4-Diamino-pyrimidin-5-yloxy)-4-isopropyl-2-methoxy-N-methyl-benzenesulfonamide NC1=NC=C(C(=N1)N)OC=1C(=CC(=C(C1)S(=O)(=O)NC)OC)C(C)C